D-4-fluorophenylalanine FC1=CC=C(C[C@@H](N)C(=O)O)C=C1